FC(CN1C(N(CC=2C1=NC(=NC2)SC)C2CCN(C1=C(C=CC=C21)OC)C(=O)OC(C)(C)C)=O)F tert-butyl 4-[1-(2,2-difluoroethyl)-7-methylsulfanyl-2-oxo-4H-pyrimido[4,5-d]pyrimidin-3-yl]-8-methoxy-3,4-dihydro-2H-quinoline-1-carboxylate